N,N'-di-tert-butoxycarbonyl-N'-(3-bromo-4-fluorophenyl)guanidine C(C)(C)(C)OC(=O)NC(=N)N(C1=CC(=C(C=C1)F)Br)C(=O)OC(C)(C)C